7-Chloro-4-{4-fluoro-2-[(3R)-3-methylmorpholine-4-carbonyl]phenyl}-1-methyl-1H-indazole ClC=1C=CC(=C2C=NN(C12)C)C1=C(C=C(C=C1)F)C(=O)N1[C@@H](COCC1)C